Methyl 2,5-dihydroxycinnamate OC1=C(C=CC(=O)OC)C=C(C=C1)O